4-(6-(trifluoromethyl)pyridin-3-yl)benzaldehyde FC(C1=CC=C(C=N1)C1=CC=C(C=O)C=C1)(F)F